CC1([C@@H]([C@H](N(S1(=O)=O)C=1C=C2C=NN(C2=CC1)C1=CN(C(C=C1)=O)C)C1=CC=CC=C1)NC(C(C)(F)F)=O)C N-((3R,4R)-5,5-dimethyl-2-(1-(1-methyl-6-oxo-1,6-dihydropyridin-3-yl)-1H-indazol-5-yl)-1,1-dioxido-3-phenylisothiazolidin-4-yl)-2,2-difluoropropanamide